CC1CN(C=2C=CC3=C(C12)C=CC=C3C3=CC=CC=C3)C(N)=N 1-Methyl-6-phenyl-1,2-dihydro-3H-benzo[e]indole-3-carboximidamide